3-(1-cyclopentyl-1H-benzo[d][1,2,3]triazol-5-yl)-5-(3-(trifluoro-methoxy)phenyl)-1,2,4-oxadiazole C1(CCCC1)N1N=NC2=C1C=CC(=C2)C2=NOC(=N2)C2=CC(=CC=C2)OC(F)(F)F